[O-]O.[O-]O.C1(=CC=CC=C1)O.C1(=CC=CC=C1)O diphenol di-hydroperoxide